1-(7-((5-([1,2,4]triazolo[1,5-a]pyridin-6-yl)-4-methoxypyrrolo[2,1-f][1,2,4]triazin-2-yl-7-d)amino)-2-azaspiro[3.5]nonan-2-yl)ethan-1-one N=1C=NN2C1C=CC(=C2)C=2C=C(N1N=C(N=C(C12)OC)NC1CCC2(CN(C2)C(C)=O)CC1)[2H]